tert-Butyl ((3-fluoro-2-(((R)-6-hydroxyhexan-2-yl)oxy)-4-methoxyphenyl)sulfonyl)-L-prolinate FC=1C(=C(C=CC1OC)S(=O)(=O)N1[C@@H](CCC1)C(=O)OC(C)(C)C)O[C@H](C)CCCCO